t-pentyl peroxyneodecanoate C(CCCCCC(C)(C)C)(=O)OOC(C)(C)CC